CC1=CC(=NN1C=1C=C2C=CN(C2=CC1)CC1=CC=C(C=C1)CC1CN(C1)C)C(=O)N 5-Methyl-1-(1-(4-((1-methylazetidin-3-yl)methyl)benzyl)-1H-indol-5-yl)-1H-pyrazol-3-carboxamid